1-(3-(6-chloro-3-(1H-imidazol-1-yl)-5-methoxy-1-methyl-1H-pyrrolo[3,2-b]pyridin-2-yl)-1H-1,2,4-triazol-5-yl)ethan-1-one ClC=1C=C2C(=NC1OC)C(=C(N2C)C2=NNC(=N2)C(C)=O)N2C=NC=C2